C(C)(C)(C)OC(=O)N1CC(=CC1)C1=CC(=NC=C1)C1=CC(=CC(=C1)C)C(=O)OC 3-(2-(3-(methoxycarbonyl)-5-methylphenyl)pyridin-4-yl)-2,5-dihydro-1H-pyrrole-1-carboxylic acid tert-butyl ester